benzyl (4-nitrophenyl) carbonate C(OCC1=CC=CC=C1)(OC1=CC=C(C=C1)[N+](=O)[O-])=O